ClCCC(=O)NS(O)(=O)=O N-(3-chloropropionyl)amidosulfuric acid